thiazol-2-ylmethyl (1-hydroxy-7-methyl-1,3-dihydrobenzo[c][1,2]oxaborole-6-carbonyl)-L-valinate OB1OCC2=C1C(=C(C=C2)C(=O)N[C@@H](C(C)C)C(=O)OCC=2SC=CN2)C